tert-butyl N-(1S,4S)-[4-[[2-(dimethylamino)-6-(trifluoromethyl)pyrimidin-4-yl]amino]cyclohexyl]carbamate CN(C1=NC(=CC(=N1)NC1CCC(CC1)NC(OC(C)(C)C)=O)C(F)(F)F)C